3-{4-[2-(dimethylamino)pyrimidine-5-sulfonyl]phenyl}-1-(pyridin-3-ylmethyl)urea CN(C1=NC=C(C=N1)S(=O)(=O)C1=CC=C(C=C1)NC(NCC=1C=NC=CC1)=O)C